BrC=1C(=CC2=C(N(CC(N(S2(=O)=O)CC2=CC=C(C=C2)OC)(CCCC)CCCC)C2=CC=CC=C2)C1)OC 7-bromo-3,3-dibutyl-8-methoxy-2-(4-methoxybenzyl)-5-phenyl-2,3,4,5-tetrahydrobenzo[f][1,2,5]thiadiazepine 1,1-dioxide